2-ethyl-5-methyl-1,3-dioxolan-4-one C(C)C1OC(C(O1)=O)C